3-((4,5-dimethylisoxazol-3-yl)ethynyl)-N-(7-fluoro-1-oxoisoindolin-4-yl)benzenesulfonamide tert-butyl-(1-(1-fluorocyclopropyl)-3-hydroxypropan-2-yl)carbamate C(C)(C)(C)N(C(O)=O)C(CC1(CC1)F)CO.CC=1C(=NOC1C)C#CC=1C=C(C=CC1)S(=O)(=O)NC1=C2CNC(C2=C(C=C1)F)=O